CC(CO)C(CCC)O 2-methyl-1,3-hexanediol